O=C1NC(CCC1N1C(C2=CC=CC(=C2C1)CCCO[C@@H]1C[C@H](C1)C(=O)O)=O)=O trans-3-(3-(2-(2,6-dioxopiperidin-3-yl)-1-oxoisoindolin-4-yl)propoxy)cyclobutane-1-carboxylic acid